Cl.ClC=1C=C2C(=NC1)NC=C2CC=2C=CC(=NC2)NCC=2C=NC(=CC2)C(F)(F)F [5-(5-chloro-1H-pyrrolo[2,3-b]pyridin-3-ylmethyl)-pyridin-2-yl]-(6-trifluoromethyl-pyridin-3-ylmethyl)-amine HCl salt